FC1=C(C(=CC(=C1)C=1C(=NNC1C)C1=CC=NC=C1)F)C=1C=C(C=CC1)S(=O)(=O)N 3-[2,6-difluoro-4-[5-methyl-3-(4-pyridyl)-1H-pyrazol-4-yl]phenyl]benzenesulfonamide